(3aS,5S,6aR)-5-(2,4-difluorophenoxy)-2-(2-(5-hydroxypyridin-2-yl)ethyl)hexahydrocyclopenta[c]pyrrol FC1=C(OC2C[C@H]3[C@H](CN(C3)CCC3=NC=C(C=C3)O)C2)C=CC(=C1)F